BrC=1C(=C(C=CC1)NC(=O)[C@H]1N[C@@H]2C[C@@H]2C1)F (1R,3S,5R)-N-(3-bromo-2-fluorophenyl)-2-azabicyclo[3.1.0]hexane-3-carboxamide